C(C(O)CO)CCCCCCCCCCCC(=O)O.C(CCCCCCC\C=C/CCCCCCCC)(=O)O.C(CCCCCCC\C=C/CCCCCCCC)(=O)O.C(CCCCCCC\C=C/CCCCCCCC)(=O)O.OCC(O)CO glycerol trioleate (Glyceryl-monolaurate)